cyclopropyl-(3-fluoro-4-(((1',2',3',6'-tetrahydro-[2,4'-bipyridyl]-6-yl)oxy)Methyl)phenyl)methanone C1(CC1)C(=O)C1=CC(=C(C=C1)COC1=CC=CC(=N1)C=1CCNCC1)F